FC1=C(N=CC2=C1N=C(N=C2N2C[C@H]1CC[C@@H](C2)N1C(=O)OC(C)(C)C)OCC12CCCN2CC(C1)F)C1=C(C=CC=C1)OC(C)C tert-butyl (1R,5S)-3-(8-fluoro-2-((2-fluorotetrahydro-1H-pyrrolizin-7a(5H)-yl)methoxy)-7-(2-isopropoxyphenyl)pyrido[4,3-d]pyrimidin-4-yl)-3,8-diazabicyclo[3.2.1]octane-8-carboxylate